FC1=C(C=C(C=C1)C=1N=COC1C=1C=CC=2N(C1)C(=CN2)C=2C=CC(=NC2)NC(OC)=O)OC methyl N-[5-[6-[4-(4-fluoro-3-methoxy-phenyl)oxazol-5-yl]imidazo[1,2-a]pyridin-3-yl]-2-pyridyl]carbamate